C(CC(O)(C(=O)[O-])CC(=O)[O-])(=O)[O-].C(CC(O)(C(=O)[O-])CC(=O)[O-])(=O)[O-].[Ca+2].[Ca+2].[Ca+2] tri-calcium dicitrate